tert-butyl {[(2S)-3-methyl-1-oxo-1-(3-{[4-(2-oxotetrahydrofuran-3-yl)-1,3-thiazol-2-yl]carbonyl}indol-1-yl)butyl-2-yl]amino}formate CC(C(C(N1C=C(C2=CC=CC=C12)C(=O)C=1SC=C(N1)C1C(OCC1)=O)=O)=NC(=O)OC(C)(C)C)C